C(C)(C)(CC)OOC(C)(CCC(C)(C)OOC(C)(C)CC)C 2,5-bis(tert-amylperoxy)-2,5-dimethylhexane